CC(CC(C)C)N 1,3-dimethyl-n-butylamine